BrC=1C=C(N(N1)C1=NC=CC=C1Cl)C1=NC2=C(C(O1)=O)C=C(C=C2C)C(C(=O)OC)(F)F methyl 2-[2-[5-bromo-2-(3-chloro-2-pyridyl)pyrazol-3-yl]-8-methyl-4-oxo-3,1-benzoxazin-6-yl]-2,2-difluoro-acetate